tert-butyl N-[4-chloro-3-[[3-fluoro-5-(2-phenylethynyl)-2-pyridyl]carbamoyl] phenyl]carbamate ClC1=C(C=C(C=C1)NC(OC(C)(C)C)=O)C(NC1=NC=C(C=C1F)C#CC1=CC=CC=C1)=O